β-octadecyloxy-N,N-dimethylpropionamide C(CCCCCCCCCCCCCCCCC)OCCC(=O)N(C)C